BrC=1C(=CC(=NC1)C(F)(F)F)OC(C)C 5-bromo-4-isopropoxy-2-(trifluoromethyl)pyridine